(S)-N-(4-fluorobenzyl)-1-(1-methylpyrrolidin-2-yl)methylamine FC1=CC=C(CNC[C@H]2N(CCC2)C)C=C1